1-[3-(4-Bromo-2-methyl-2H-pyrazol-3-yl)-4-(3-dimethylamino-propoxy)-phenyl]-3-(2-fluoro-phenyl)-urea BrC1=C(N(N=C1)C)C=1C=C(C=CC1OCCCN(C)C)NC(=O)NC1=C(C=CC=C1)F